(4-(prop-2-yn-1-yl)piperazin-1-yl)piperidine-1-carboxylic acid benzyl ester C(C1=CC=CC=C1)OC(=O)N1C(CCCC1)N1CCN(CC1)CC#C